N-linoleoyl-methionine ethyl-7-cyclobutyl-8-formyl-2-methoxyquinoline-3-carboxylate C(C)C1=C(C(=NC2=C(C(=CC=C12)C1CCC1)C=O)OC)C(=O)O.C(CCCCCCC\C=C/C\C=C/CCCCC)(=O)N[C@@H](CCSC)C(=O)O